C(C1=CC=CC=C1)(=O)N1C[C@]2(CC1)C=C(C(C2(C)C)=O)C#N |r| racemic-2-benzoyl-9,9-dimethyl-8-oxo-2-azaspiro[4.4]non-6-ene-7-carbonitrile